methyl 4-[(4R)-2,2-dimethyl-1,3-dioxolan-4-yl]butanoate CC1(OC[C@H](O1)CCCC(=O)OC)C